CC1(CC2(CN(C2)C(=O)C=2C3=C(N=CN2)C=CS3)C1)NC(=O)NC1=CC(=CC=C1)C(F)(F)F 1-(6-methyl-2-(thieno[3,2-d]pyrimidine-4-carbonyl)-2-azaspiro[3.3]heptan-6-yl)-3-(3-(trifluoromethyl)phenyl)urea